non-animine C(CCCCCCCC)=N